ClC=1C=C(C(=C(C#N)C1)C)OC1=C(N=CN(C1=O)CC1=C(N=C(NC1=O)C)C)C(C(F)(F)F)(F)F 5-chloro-3-((1-((2,4-dimethyl-6-oxo-1,6-dihydropyrimidin-5-yl)methyl)-6-oxo-4-(perfluoroethyl)-1,6-dihydropyrimidin-5-yl)oxy)-2-methylbenzonitrile